7-(5-methoxypyridin-3-yl)quinazolin-2-amine COC=1C=C(C=NC1)C1=CC=C2C=NC(=NC2=C1)N